5-(((5-(5-(1-(2-Fluoro-[1,1'-biphenyl]-4-yl)ethyl)-1,2,4-oxadiazol-3-yl)-2-methylphenyl)amino)methyl)thiophene-2-carboxylic acid FC1=C(C=CC(=C1)C(C)C1=NC(=NO1)C=1C=CC(=C(C1)NCC1=CC=C(S1)C(=O)O)C)C1=CC=CC=C1